ClC1=CC=C(C=C1)C1(CCCCC1)C=O 4-chlorophenyl-cyclohexaneformaldehyde